C(CCCCCCC)C(CC(=O)OCCCCCC(OC(NCCCN(CCCCN(C)C)C)=O)CCCCCOC(CC(CCCCCCCC)CCCCCCCC)=O)CCCCCCCC [3-(dimethylamino) propyl]-13-methyl-6-{5-[(3-octyl-1-oxoundecyl) oxy] pentyl}-8-oxo-9,13-diaza-7-oxatetradec-1-yl 3-octylundecanoate